C(\C=C\C)N1C(C2=C(C(=C1)C=1C=CC(=C(C#N)C1)C(=O)N1CCOCC1)C=C(N2)C)=O 5-[6-[(E)-but-2-enyl]-2-methyl-7-oxo-1H-pyrrolo[2,3-c]pyridin-4-yl]-2-(morpholine-4-carbonyl)benzonitrile